C(#N)C=1C(=CC(=C(C(=O)OC)C1)C(F)(F)F)C1=CC=C(C=C1)C(F)(F)F methyl 5-cyano-2-(trifluoromethyl)-4-[4-(trifluoromethyl)phenyl]benzoate